Cl.Cl.NCC(=O)NC=1C=C2C=C(C(=NC2=CC1)N1CCNCC1)Cl 2-amino-N-(3-chloro-2-piperazin-1-yl-6-quinolyl)acetamide dihydrochloride